ClC=CC=C 4-chloro-1,3-butadiene